BrC=1C=C(C(=NC1F)N(C(OC(C)(C)C)=O)C(=O)OC(C)(C)C)[N+](=O)[O-] tert-Butyl (5-Bromo-6-fluoro-3-nitropyridin-2-yl)(tert-butoxycarbonyl)carbamate